9,9-bis[6-(3-hydroxypropoxy)naphthalen-2-yl]fluorene Methyl-3-(2-methoxy-4-morpholinoanilino)-5-(methylamino)-6-(3-methylimidazo[4,5-c]pyridin-7-yl)pyrazine-2-carboxylate COC(=O)C1=NC(=C(N=C1NC1=C(C=C(C=C1)N1CCOCC1)OC)NC)C=1C2=C(C=NC1)N(C=N2)C.OCCCOC=2C=C1C=CC(=CC1=CC2)C2(C1=CC=CC=C1C=1C=CC=CC21)C2=CC1=CC=C(C=C1C=C2)OCCCO